(1R,2S,4S,6R)-6-ethyl-2-(hydroxymethyl)-2-(methoxymethyl)quinuclidin-3-one C(C)[C@@H]1C[C@H]2C([C@@](N1CC2)(COC)CO)=O